(5'S,7a'R)-5'-phenyl-1-(pyrazolo[1,5-a]pyridin-4-yl)tetrahydro-3'H-spiro[piperidine-4,2'-pyrrolo[2,1-b][1,3]oxazol]-3'-one C1(=CC=CC=C1)[C@@H]1CC[C@H]2OC3(C(N21)=O)CCN(CC3)C=3C=2N(C=CC3)N=CC2